((2R,3S,5R)-5-(6-amino-2-chloro-9H-purin-9-yl)-2-ethynyl-3-hydroxytetrahydrofuran-2-yl)methyl (1s,4R)-4-butylcyclohexane-1-carboxylate C(CCC)C1CCC(CC1)C(=O)OC[C@]1(O[C@H](C[C@@H]1O)N1C2=NC(=NC(=C2N=C1)N)Cl)C#C